FC1=C(C(=CC=C1)C(F)(F)F)CNC(=O)C1=CC(=CC=2N=CNC21)C2=CN=CS2 N-[[2-fluoro-6-(trifluoromethyl)phenyl]methyl]-6-thiazol-5-yl-3H-benzoimidazole-4-carboxamide